FC(C=CCl)(F)F 1,1,1-trifluoro-3-chloropropene